FC(COC(C(=O)NC1(CN=C(C(C1)(C)C)NC(=O)OC(C)(C)C)NC(=O)OC(C)(C)C)=O)(F)F 2,2,2-trifluoroethyl-2-[[6-(tert-butoxycarbonylamino)-5-methyl-3-(tert-butoxycarbonylamino)-5-methyl-3-pyridyl]amino]-2-oxo-acetic acid